6-Allylnaphthalen-2-ol C(C=C)C=1C=C2C=CC(=CC2=CC1)O